N-[(4-methyl)-1H-imidazol-5-ylmethyl]-N,N'-bis(2-pyridinylmethyl)-1,4-benzenedimethanamine CC=1N=CNC1CN(CC1=CC=C(C=C1)CNCC1=NC=CC=C1)CC1=NC=CC=C1